C(=O)C1=CC=C(OC=2C=CC(=NC2)C=O)C=C1 5-(4-formylphenoxy)pyridinecarbaldehyde